C(C)(=O)C1=CC(=C(N(C1=O)C1=CC=C(C=C1)F)C)C(=O)NC1=CC=C(C=C1)F 5-acetyl-N,1-bis(4-fluorophenyl)-2-methyl-6-oxo-1,6-dihydropyridine-3-carboxamide